CN(C(=O)N1CC(C1)N1C2=NC(=NC(=C2N=C1)N/N=C/C1=CC(=CC=C1)C)N1CCOCC1)C (E)-N,N-dimethyl-3-(6-(2-(3-methylbenzylidene)hydrazinyl)-2-morpholino-9H-purin-9-yl)azetidine-1-carboxamide